C(C1=C(C(=CC(=C1)C(C)(C)C)C(C)(C)C)O)C1=C(C(=CC(=C1)C(C)(C)C)C(C)(C)C)O 2,2'-methylene-bis(4,6-di-t-butylphenol)